4-(1',1',3',3'-tetramethylbutyl)phenol CC(CC(C)(C)C)(C)C1=CC=C(C=C1)O